tert-Butyl (2-hydroxyethyl)carbamate OCCNC(OC(C)(C)C)=O